Cl.Cl.ClC=1C=CC(=NC1)C(C#N)=C1CCNCC1 2-(5-chloropyridin-2-yl)-2-(piperidin-4-ylidene)acetonitrile dihydrochloride